racemic-tert-butyl 3-[3-(2,4-dioxohexahydropyrimidin-1-yl)-1-methyl-indazol-6-yl]pyrrolidine-1-carboxylate O=C1N(CCC(N1)=O)C1=NN(C2=CC(=CC=C12)[C@@H]1CN(CC1)C(=O)OC(C)(C)C)C |r|